chlorocarbonylruthenium ClC(=O)[Ru]